2-Dimethylamino-2-methyl-1-propanol CN(C(CO)(C)C)C